(S)-1-(azetidin-3-ylmethyl)-7-chloro-6-(3-hydroxynaphthalen-1-yl)-4-((1-methylpyrrolidin-2-yl)methyl)quinoxaline-2,3(1h,4h)-dione N1CC(C1)CN1C(C(N(C2=CC(=C(C=C12)Cl)C1=CC(=CC2=CC=CC=C12)O)C[C@H]1N(CCC1)C)=O)=O